C(C)(C)C=1C(=NNC1C=1C=C(C=2N(C1)N=CN2)OC)C=2SC(=C(N2)C)C2CCC(CC2)NC2CCOCC2 N-(4-(2-(4-isopropyl-5-(8-methoxy-[1,2,4]triazolo[1,5-a]pyridin-6-yl)-1H-pyrazol-3-yl)-4-methylthiazol-5-yl)cyclohexyl)tetrahydro-2H-pyran-4-amine